(2'S,6'S)-1'-benzyl-6-chloro-1-[(4-methoxyphenyl)methyl]-2'-methyl-6'-(1-methyltriazol-4-yl)spiro[indoline-3,4'-piperidine]-2-one C(C1=CC=CC=C1)N1[C@H](CC2(C[C@H]1C=1N=NN(C1)C)C(N(C1=CC(=CC=C12)Cl)CC1=CC=C(C=C1)OC)=O)C